1-chloro-N-chloromethylsulfonyl-N-(1-methyl-4-oxo-2-(trifluoromethyl)-1,4-dihydroquinolin-7-yl)methanesulfonamide 5,5-diphenyl-2-isoxazoline-carboxylate C1(=CC=CC=C1)C1(CC(=NO1)C(=O)O)C1=CC=CC=C1.ClCS(=O)(=O)N(C1=CC=C2C(C=C(N(C2=C1)C)C(F)(F)F)=O)S(=O)(=O)CCl